C1(CCCCC1)C[C@H](C(=O)N1CC2(CCCC2)[C@](CC1)(O)CN1C=C(C(=CC1=O)C1=CC=CC=C1)C(=O)N(C)C)C 1-(((S)-7-((R)-3-cyclohexyl-2-methylpropanoyl)-10-hydroxy-7-azaspiro[4.5]decan-10-yl)methyl)-N,N-dimethyl-6-oxo-4-phenyl-1,6-dihydropyridine-3-carboxamide